3-((2-hydroxypyrimidin-4-yl)amino)-N-(1-(2-(methyl-(2-((5-(trifluoromethyl)pyridin-2-yl)oxy)ethyl)amino)-2-oxoethyl)-1H-pyrazol-4-yl)propanamide OC1=NC=CC(=N1)NCCC(=O)NC=1C=NN(C1)CC(=O)N(CCOC1=NC=C(C=C1)C(F)(F)F)C